N(C)CC(=O)OC(CCCCCCC)=O.[Na] sodium octanoyl sarcosinate